4-cyclopropyl-6-(trifluoromethyl)pyridine-3-sulfonyl chloride C1(CC1)C1=C(C=NC(=C1)C(F)(F)F)S(=O)(=O)Cl